5-(2-fluoro-4-((3-methylpyridin-2-yl)methoxy)phenyl)-4-(2-methoxyethoxy)-N-(4-((4-methylpiperidin-1-yl)methyl)phenyl)-7H-pyrrolo[2,3-d]pyrimidin-2-amine FC1=C(C=CC(=C1)OCC1=NC=CC=C1C)C1=CNC=2N=C(N=C(C21)OCCOC)NC2=CC=C(C=C2)CN2CCC(CC2)C